5-benzyloxybenzo[b]thiophene-3-carboxylic acid C(C1=CC=CC=C1)OC1=CC2=C(SC=C2C(=O)O)C=C1